8-(4-(1-methylcyclohexyloxycarbonyl)phenyl)-tetracyclo[4.4.0.12,5.17,10]-3-dodecene CC1(CCCCC1)OC(=O)C1=CC=C(C=C1)C1C2C3C4C=CC(C3C(C1)C2)C4